FC1=C(C=CC(=C1)OCCN1CCOCC1)C=1C=CC=C2C=NC(=NC12)NC=1C=NC(=CC1)N1CCOCC1 8-(2-fluoro-4-(2-morpholinoethoxy)phenyl)-N-(6-morpholinopyridin-3-yl)quinazolin-2-amine